C(C)(C)(C)N1N=NC(=C1)C(=O)NCC1=C(C(=C(C=C1)C1=C(C=NC=C1)OCC1N(CCC1)S(=O)(=O)C=C)F)C 1-(tert-butyl)-N-(3-fluoro-2-methyl-4-(3-((1-(vinylsulfonyl)pyrrolidin-2-yl)methoxy)pyridin-4-yl)benzyl)-1H-1,2,3-triazole-4-carboxamide